1,2-dichloroethylene carbonate C1(OC(C(Cl)O1)Cl)=O